C1(CCCCC1)C[C@H](C(=O)N1CC([C@@](CC1)(O)CN1C(C=C(C(=C1)C(=O)N1CCCC1)C1=CC=CC=C1)=O)(C)C)C 1-(((R)-1-((R)-3-cyclohexyl-2-methylpropanoyl)-4-hydroxy-3,3-dimethylpiperidin-4-yl)methyl)-4-phenyl-5-(pyrrolidine-1-carbonyl)pyridin-2(1H)-one